1-(3-chloro-2-fluorobenzyl)-4-((6-ethyl-5-fluoro-2-((5-methyl-1H-pyrazol-3-yl)amino)pyrimidin-4-yl)methyl)piperidine-4-carboxylic acid ClC=1C(=C(CN2CCC(CC2)(C(=O)O)CC2=NC(=NC(=C2F)CC)NC2=NNC(=C2)C)C=CC1)F